ClC=1C(=CC(=C(CN[C@H](C(=O)O)CO)C1)OCC1CN(CCC1)C)OCC1=C(C(=CC=C1)C1=CC2=C(OCCO2)C=C1)C (2S)-2-((5-chloro-4-((3-(2,3-dihydrobenzo[b][1,4]dioxin-6-yl)-2-methylbenzyl)oxy)-2-((1-methylpiperidin-3-yl)methoxy)benzyl)amino)-3-hydroxypropanoic acid